5-amino-N-methyl-N-((1S,4S)-1-methyl-7-(trifluoromethyl)isochroman-4-yl)-6,8-dihydro-1H-furo[3,4-d]pyrrolo[3,2-b]pyridine-2-carboxamide NC1=C2C(=C3C(=N1)C=C(N3)C(=O)N([C@@H]3CO[C@H](C1=CC(=CC=C31)C(F)(F)F)C)C)COC2